CC1(CC1)OC=1C=C2C(=NNC2=CC1)C1=CC(=NC=C1)N1CCN(CC1)C(=O)C1CCNCC1 [4-[4-[5-(1-methylcyclopropoxy)-1H-indazol-3-yl]-2-pyridinyl]piperazin-1-yl]-(4-piperidinyl)methanone